3-((2-(1-methyl-2,6-dioxopiperidin-3-yl)-1,3-dioxoisoindolin-4-yl)amino)propanoic acid CN1C(C(CCC1=O)N1C(C2=CC=CC(=C2C1=O)NCCC(=O)O)=O)=O